3-(3-triethylsilyl-1-imidazolidinyl)propylmethyldiethoxysilane C(C)[Si](N1CN(CC1)CCC[Si](OCC)(OCC)C)(CC)CC